C(C1=CC=CC=C1)C=1C=2N(C=C(N1)C1=NC(=NN1)C(F)F)C=CN2 8-benzyl-6-(3-(difluoromethyl)-1H-1,2,4-triazol-5-yl)imidazo[1,2-a]pyrazine